C(#N)N=NN cyanotriazene